C(C)(C)(C)C1=CC=CC(=N1)C1[C@H]2CN(C[C@@H]12)C(=O)C1CC2(C1)NC(OC2)=O (2s,4S)-2-((1R,5S,6R)-6-(6-(tert-Butyl)pyridin-2-yl)-3-azabicyclo[3.1.0]hexan-3-carbonyl)-7-oxa-5-azaspiro[3.4]octan-6-on